OC([C@H](C1=C(C=CC=C1)C)S[C@@H]1O[C@@H]([C@@H]([C@@H]([C@H]1O)N1N=NC(=C1)C1=CC(=C(C(=C1)F)F)F)O)CO)(C)C (2S,3R,4S,5R,6R)-2-(((S)-2-Hydroxy-2-methyl-1-(o-tolyl)propyl)thio)-6-(hydroxymethyl)-4-(4-(3,4,5-trifluorophenyl)-1H-1,2,3-triazol-1-yl)tetrahydro-2H-pyran-3,5-diol